C[C@H]1N([C@@H](COC1)C)C(=O)C1=C(C=CC(=C1)F)C=1C=2N(C=C(C1)C1CN(C1)CC1(CCOCC1)O)C(=NC2F)C 4-{[3-(8-{2-[(3R,5R)-3,5-dimethylmorpholine-4-carbonyl]-4-fluorophenyl}-1-fluoro-3-methylimidazo[1,5-a]pyridin-6-yl)azetidin-1-yl]methyl}oxan-4-ol